C(CC)OC(CBr)OC1C(=C(CC1)C)C bromoacetaldehyde 2,3-dimethyl-2-cyclopentenyl n-propyl acetal